2-oxazolinium O1C=[NH+]CC1